4-oxo-eicosanoic acid O=C(CCC(=O)O)CCCCCCCCCCCCCCCC